C(C1=CC=CC=C1)=C(C(=O)OCC)C(=O)OCC diethyl benzylenemalonate